(1R)-2-[4-(5,5-dimethyl-1,3,2-dioxaborinan-2-yl)-5-fluoro-2H-indazol-2-yl]-1-phenylethan-1-ol CC1(COB(OC1)C=1C2=CN(N=C2C=CC1F)C[C@H](O)C1=CC=CC=C1)C